ClC1=NN(C=C1NC(C(C)SC)=O)C=1C=NC=CC1 N-(3-chloro-1-(pyridin-3-yl)-1H-pyrazol-4-yl)-2-(methylthio)propanamide